2-(4-iodo-2-(6-azaspiro[2.5]octan-6-yl)phenyl)-5-(6-methyl-2-(4-(trifluoromethyl)piperidin-1-yl)pyrimidin-4-yl)-1,3,4-oxadiazole IC1=CC(=C(C=C1)C=1OC(=NN1)C1=NC(=NC(=C1)C)N1CCC(CC1)C(F)(F)F)N1CCC2(CC2)CC1